COC=C1C(OC(OC1=O)(C)C)=O 5-(methoxymethylene)-2,2-dimethyl-1,3-dioxane-4,6-dione